C(#N)C=1N=CC(=NC1)NC1=CC(=C(N=N1)C=1OC(=NN1)C)NCC1CN(CCC1)C(=O)OC(C)(C)C tert-butyl 3-((6-(5-cyanopyrazin-2-ylamino)-3-(5-methyl-1,3,4-oxadiazol-2-yl)pyridazin-4-ylamino)methyl)piperidine-1-carboxylate